(4-(1-amino-isopropyl)phenyl)-3,8-diazabicyclo[3.2.1]octane-8-carboxylic acid tert-butyl ester C(C)(C)(C)OC(=O)N1C2(CNCC1CC2)C2=CC=C(C=C2)C(C)(C)N